(R)-4-Fluoro-N-((1-(4-(hydroxyamino)-4-oxo-1-(5,6,7,8-tetrahydronaphthalin-2-yl)butan-2-yl)-1H-1,2,3-triazol-4-yl)methyl)-N-methylbenzamid FC1=CC=C(C(=O)N(C)CC=2N=NN(C2)[C@H](CC2=CC=3CCCCC3C=C2)CC(=O)NO)C=C1